OC[C@H](CC)NC(=O)C=1C=NC2=C(C=C(C=C2C1)OC)N1CCC(CC1)C(F)(F)F (S)-N-(1-hydroxybutan-2-yl)-6-methoxy-8-(4-(trifluoromethyl)piperidin-1-yl)quinoline-3-carboxamide